FC1=CC=C(C=C1)C[C@H](C(=O)OC)NC(=O)C1=CC=C(C=N1)C=1N=NN(C1)C1=CC=C(C(=O)O)C=C1 (R)-4-(4-(6-((3-(4-fluorophenyl)-1-methoxy-1-oxopropan-2-yl)carbamoyl)pyridin-3-yl)-1H-1,2,3-triazol-1-yl)benzoic acid